1,3-dioxoisoindol-2-yl (1S,2R)-2-isopropylcyclopropane-1-carboxylate C(C)(C)[C@@H]1[C@H](C1)C(=O)ON1C(C2=CC=CC=C2C1=O)=O